tert-butyl 7-(2-((1S,5R)-3-(8-cyanoquinolin-5-yl)-5-(trifluoromethyl)-3-azabicyclo[3.1.0]hexane-1-carbonyl)hydrazine-1-carbonyl)-2-azaspiro[3.5]nonane-2-carboxylate C(#N)C=1C=CC(=C2C=CC=NC12)N1C[C@@]2(C[C@@]2(C1)C(F)(F)F)C(=O)NNC(=O)C1CCC2(CN(C2)C(=O)OC(C)(C)C)CC1